((1-((2-(3-chloro-5-fluorophenyl)-6-((2-(piperazin-1-yl) pyrimidin-5-yl) oxy) pyridin-4-yl) methyl) piperidin-4-yl) methyl) carbamate C(N)(OCC1CCN(CC1)CC1=CC(=NC(=C1)OC=1C=NC(=NC1)N1CCNCC1)C1=CC(=CC(=C1)F)Cl)=O